C(C1=CC=CC=C1)(C1=CC=CC=C1)(C1=CC=CC=C1)SC[C@H](N)C(=O)O |r| S-trityl-DL-cysteine